[N-](S(=O)(=O)C(F)(F)F)S(=O)(=O)C(F)(F)F.C[N+](CCCCCCCCCC)(CCCCCCCCCC)CCCCCCCC methyl-n-octyldi-n-decylammonium bis(trifluoromethylsulfonyl)imide